3-((dipropylphenoxy)carbonylamino-methyl)-3,5,5-trimethylcyclohexyl-carbamic acid (dipropylphenyl) ester C(CC)C=1C(=C(C=CC1)OC(NC1CC(CC(C1)(C)C)(C)CNC(=O)OC1=C(C(=CC=C1)CCC)CCC)=O)CCC